3-chloro-N-(5-phenylisoxazol-3-yl)benzenesulfonamide ClC=1C=C(C=CC1)S(=O)(=O)NC1=NOC(=C1)C1=CC=CC=C1